2,6-dichloropyridine hydrochloride Cl.ClC1=NC(=CC=C1)Cl